Cl.C(C)(=O)ONC(=N)C1=CSC(=C1)[C@@H](C1=CC=CC=C1)N (R)-N-acetoxy-5-(amino(phenyl)methyl)thiophene-3-carboximidamide hydrochloride